C(C)N(C1=CC2=C(NC(=N2)SCC2=NC=CC(=C2C)OCCCOC)C=C1)CC 5-(diethylamino)-2-[({4-[(3-methoxypropyl)oxy]-3-methylpyridin-2-yl}methyl)thio]-1H-benzo[d]imidazole